(S)-3-chloro-N-(3-(4-chlorobenzo[d]oxazol-2-yl)-1-((1-cyanocyclopropyl)amino)-1-oxopropan-2-yl)benzamide ClC=1C=C(C(=O)N[C@H](C(=O)NC2(CC2)C#N)CC=2OC3=C(N2)C(=CC=C3)Cl)C=CC1